ClC=1C=C(NC2(CCC3([C@H](CC4=CC=CC=C34)C[C@H](COC3=CC=NC=4CCCC(C34)(F)F)C)CC2)C(=O)O)C=CC1 (1r,2'S,4S)-4-(3-chloroanilino)-2'-{(2R)-3-[(5,5-difluoro-5,6,7,8-tetrahydroquinolin-4-yl)oxy]-2-methylpropyl}-2',3'-dihydrospiro[cyclohexane-1,1'-indene]-4-carboxylic acid